C(C)(C)(C)OC(=O)N1C(CCC1)C=1C=C(C=C2CCN(CC12)C(C(C)(C)O)=O)C=1C=C2C(=NC1)NC=C2C(C)C 2-(2-(2-hydroxy-2-methylpropanoyl)-6-(3-isopropyl-1H-pyrrolo[2,3-b]pyridin-5-yl)-1,2,3,4-tetrahydroisoquinolin-8-yl)pyrrolidine-1-carboxylic acid tert-butyl ester